[Fe](=S)=S.[Li] lithium-iron disulphide